FC1=C(C=C(C(=C1)C)C1=NC=CC=N1)NC(=O)N1C2CC(CC1C2)C N-(2-fluoro-4-methyl-5-pyrimidin-2-ylphenyl)-3-methyl-6-azabicyclo[3.1.1]heptane-6-carboxamide